2-amino-8-(phenylcarbamoyl)-3H-benzo[b]azepine-4-carboxylic acid ethyl ester C(C)OC(=O)C1=CC2=C(N=C(C1)N)C=C(C=C2)C(NC2=CC=CC=C2)=O